C1(=CC=CC=C1)C(=C(C1=CC=CC=C1)C1=CC=CC=C1)C1=CC(=CC=C1)OC (E)-triphenyl-3-methoxystyrene